6-(Benzyloxy)-3-chloro-4-(trifluoromethyl)pyridazine C(C1=CC=CC=C1)OC1=CC(=C(N=N1)Cl)C(F)(F)F